C(CCCCCCC\C=C/CCCCCCCC)(=O)OC[C@@H](OC(CCCCCCC\C=C/CCCCCCCC)=O)COP(=O)(O)OCC(O)CO 1,2-Dioleoyl-sn-glycero-3-phosphoglycerin